benzyl methylacrylate CC(C(=O)OCC1=CC=CC=C1)=C